FC1(CCN(CC1)C(=O)OC(C)(C)C)CN1CCN(CC1)C1=C(C=C(C=C1)[N+](=O)[O-])F tert-butyl 4-fluoro-4-((4-(2-fluoro-4-nitrophenyl)piperazin-1-yl)methyl)piperidine-1-carboxylate